OC1=CC=C(C=C1)C1=NC(=NC2=CC(=C(C=C12)OC)OC)N 4-(4-hydroxyphenyl)-amino-6,7-dimethoxyquinazoline